COC(CC(CCCCCCCCC=O)=O)=O 3,12-dioxododecanoic acid methyl ester